tert-butyl 4-(1-(1-(4-methoxybenzyl)-2,6-dioxopiperidin-3-yl)-3-methyl-1H-indazol-5-yl)piperazine-1-carboxylate COC1=CC=C(CN2C(C(CCC2=O)N2N=C(C3=CC(=CC=C23)N2CCN(CC2)C(=O)OC(C)(C)C)C)=O)C=C1